dl-2-(2-fluoro-5-(((5-isopropyl-7-(3-(trifluoromethyl)piperidin-1-yl)-5H-pyrrolo[3,2-d]pyrimidin-2-yl)thio)methyl)phenyl)acetic acid Potassium tert-butoxide CC(C)(C)[O-].[K+].FC1=C(C=C(C=C1)CSC=1N=CC2=C(N1)C(=CN2C(C)C)N2CC(CCC2)C(F)(F)F)CC(=O)O